COC1=NC=C(C=N1)C1=NOC(=C1)CC(=O)O [3-(2-methoxypyrimidin-5-yl)-1,2-oxazol-5-yl]acetic acid